tert-Butyl 3-oxo-2,4-dihydropyrido[3,4-b]pyrazine-1-carboxylate O=C1CN(C2=C(N1)C=NC=C2)C(=O)OC(C)(C)C